NC(C(=O)O)CCC(C)(C)C 2-AMINO-5,5-DIMETHYLHEXANOIC ACID